2-(2,3-dimethylimidazo[1,2-a]pyridin-6-yl)-7-(piperazin-1-yl)-4H-pyrido[1,2-a]pyrimidin CC=1N=C2N(C=C(C=C2)C=2N=C3N(CC2)C=C(C=C3)N3CCNCC3)C1C